N-((1-(4-(((2S,4R)-2-methyl-1-propionyl-1,2,3,4-tetrahydroquinolin-4-yl)amino)phenyl)-1H-1,2,3-triazol-4-yl)methyl)pentanamide C[C@@H]1N(C2=CC=CC=C2[C@@H](C1)NC1=CC=C(C=C1)N1N=NC(=C1)CNC(CCCC)=O)C(CC)=O